CN1C=C(C2=CC=CC=C12)S(=O)(=O)C1=CC=C(C)C=C1 1-methyl-3-(p-toluenesulfonyl)indole